C(=CC1=CC=CC=C1)C1=CC=C(C=C1)OC1=CC=C(C=C1)C=CC1=CC=CC=C1 monostyrenylphenyl ether